FC(OC=1C(=NC=CC1)N)F 3-(difluoromethoxy)pyridin-2-amine